CNOS(=O)(=O)OS(=O)(=O)ONC methylaminosulfoether